FC1=CC=C(C=C1)[C@H]1[C@@H](CN(C1)CCOC)NC(=O)N ((3S,4R)-4-(4-fluorophenyl)-1-(2-methoxyethyl)pyrrolidin-3-yl)urea